ClC1=C(CNC(=O)C2(C=3C=CC=NC3C(CC2)=C)F)C=CC=C1Cl N-(2,3-dichlorobenzyl)-5-fluoro-8-methylene-5,6,7,8-tetrahydro-quinoline-5-carboxamide